4-fluoro-N-{[3-fluoro-4-(propan-2-yl)phenyl](phenyl)methyl}-1-(2-oxo-1,3-oxazolidine-5-carbonyl)pyrrolidine-2-carboxamide FC1CC(N(C1)C(=O)C1CNC(O1)=O)C(=O)NC(C1=CC=CC=C1)C1=CC(=C(C=C1)C(C)C)F